9-chloro-7-[2-(trifluoromethyl)phenyl]-5H-pyrimido[5,4-d][2]benzazepin ClC1=CC2=C(C3=C(CN=C2C2=C(C=CC=C2)C(F)(F)F)C=NC=N3)C=C1